FC(=C(C(C(OC(OC(F)(F)F)(F)F)(F)F)(F)F)F)OC(=C(F)C(C(OC(OC(F)(F)F)(F)F)(F)F)(F)F)F perfluoro-3,5-dioxahexylvinyl ether